2-[4-[3-(2,4-dioxohexahydropyrimidin-1-yl)-1-methyl-indazol-6-yl]-3,3-difluoro-1-piperidyl]acetic acid O=C1N(CCC(N1)=O)C1=NN(C2=CC(=CC=C12)C1C(CN(CC1)CC(=O)O)(F)F)C